OC1C(CC12CCN(CC2)C(C(C)NC=O)=O)C2N1C(C=3C=CC=CC23)=CN=C1 N-[2-[3-hydroxy-2-(5H-imidazo[1,5-b]isoindol-5-yl)-7-azaspiro[3.5]nonan-7-yl]-1-methyl-2-oxo-ethyl]formamide